N-(3-(1H-1,2,4-triazol-1-yl)propyl)-3-(trimethoxysilyl)-N-(3-(trimethoxysilyl)propyl)propane-1-amine N1(N=CN=C1)CCCN(CCC[Si](OC)(OC)OC)CCC[Si](OC)(OC)OC